tert-butyl 2,6-dimethyl-6,7-dihydrothiazolo[5,4-c]pyridine-5(4H)-carboxylate CC=1SC=2CN(C(CC2N1)C)C(=O)OC(C)(C)C